(5-amino-1-(4-methoxyphenyl)-1H-1,2,3-triazol-4-yl)methanol NC1=C(N=NN1C1=CC=C(C=C1)OC)CO